N-{(R)-1-[3-(difluoromethyl)-2-fluorophenyl]ethyl}-5-chloro-1-[5-(1-methyl-1H-1,2,3-triazol-5-yl)-3-pyridyl]-6-oxo-1,6-dihydropyridazine-3-carboxamide FC(C=1C(=C(C=CC1)[C@@H](C)NC(=O)C1=NN(C(C(=C1)Cl)=O)C=1C=NC=C(C1)C1=CN=NN1C)F)F